4-methylpentanoic acid anhydride CC(CCC(=O)OC(CCC(C)C)=O)C